N-(4-chloro-3-(methylsulfonyl)phenyl)-1-ethyl-2-(2,2,2-trifluoro-1-hydroxy-1-phenylethyl)-1H-benzo[d]imidazole-6-carboxamide ClC1=C(C=C(C=C1)NC(=O)C=1C=CC2=C(N(C(=N2)C(C(F)(F)F)(C2=CC=CC=C2)O)CC)C1)S(=O)(=O)C